aluminium trisbutoxide [O-]CCCC.[O-]CCCC.[O-]CCCC.[Al+3]